CN(C[C@@H](C)OC1=C2C(=NC=NC2=CC(=C1)C=1C=NN(C1)C)NC=1C=C2N=CC=NC2=CC1)C (R)-5-((1-(dimethylamino)propan-2-yl)oxy)-7-(1-methyl-1H-pyrazol-4-yl)-N-(quinoxalin-6-yl)quinazolin-4-amine